Sodium (3-(tetrahydrofuran-3-yl) phenyl) methanesulfonate CS(=O)(=O)OC1=CC(=CC=C1)C1COCC1.[Na]